ClC1=C(C=CC(=C1)Cl)C1=CC=C(C=C1)C(=O)OC(CN(C)C)C 2',4'-dichloro-4-({[1-(dimethylamino)propan-2-yl]oxy}carbonyl)-[1,1'-biphenyl]